methyl (S,E)-(7-(dimethylamino)-1-((1-((7-fluoro-4-(3,3,3-trifluoropropyl)-3H-imidazo[4,5-c]pyridin-2-yl)methyl)-2-oxo-1,2-dihydropyridin-3-yl)amino)-1,7-dioxohept-5-en-2-yl)carbamate CN(C(/C=C/CC[C@@H](C(=O)NC=1C(N(C=CC1)CC1=NC2=C(C(=NC=C2F)CCC(F)(F)F)N1)=O)NC(OC)=O)=O)C